C(CCCC#CCCCC=CCCCC)O 10-Pentadecen-5-yn-1-ol